N-(naphthalen-2-yl)glutamine C1=C(C=CC2=CC=CC=C12)N[C@@H](CCC(N)=O)C(=O)O